ClC=1C=C2C(=NC(=NC2=C(C1C1=CC(=CC2=CC=CC=C12)O)F)OC[C@H]1N(CCC1)C)N1CC2CCC(C1)N2C 4-(6-chloro-8-fluoro-4-{8-methyl-3,8-diazabicyclo[3.2.1]octan-3-yl}-2-{[(2S)-1-methylpyrrolidin-2-yl]methoxy}quinazolin-7-yl)naphthalen-2-ol